methyl (Z)-2-azido-3-(2-(benzyloxy)-3,4-difluorophenyl)acrylate N(=[N+]=[N-])\C(\C(=O)OC)=C/C1=C(C(=C(C=C1)F)F)OCC1=CC=CC=C1